The molecule is a monocarboxylic acid that is the 5-chloro derivative of 4-hydroxy-2-oxopentanoic acid. It has a role as a metabolite. It is an organochlorine compound, a 2-oxo monocarboxylic acid and a 4-hydroxy monocarboxylic acid. It derives from a 4-hydroxy-2-oxopentanoic acid. C(C(CCl)O)C(=O)C(=O)O